BrC1=C(C=C2C(=C(C(=NC2=C1F)SC)C(C)O)N[C@H]1[C@H]2CN([C@@H]1C2)C(=O)OC(C)(C)C)CCC#N tert-butyl (1R,4R,5S)-5-((7-bromo-6-(2-cyanoethyl)-8-fluoro-3-(1-hydroxyethyl)-2-(methylthio)quinolin-4-yl)amino)-2-azabicyclo[2.1.1]hexane-2-carboxylate